4,7-Dibromo-1H-pyrrolo[3,2-c]pyridine BrC1=NC=C(C2=C1C=CN2)Br